C(#N)C=1C=C(C=C(C1)F)C1=CN(C2=NC=CC(=C21)OC2=C(C=C(C=C2F)NC(=O)NCC2(COC2)C)F)COCC[Si](C)(C)C 1-(4-{[3-(3-cyano-5-fluorophenyl)-1-{[2-(trimethylsilyl)ethoxy]methyl}-1H-pyrrolo[2,3-b]pyridin-4-yl]oxy}-3,5-difluorophenyl)-3-[(3-methyloxetan-3-yl)methyl]urea